C[C@@]12CC3=C([C@](C(=[NH+]3)/C=C\\4/[C@H]([C@]([C@@](N4)(C5=C([C@@](C(=N5)CC(=N1)C(=C2CC(=O)[O-])CCC(=O)[O-])(C)CCC(=O)[O-])CC(=O)[O-])C)(C)CC(=O)[O-])CCC(=O)[O-])(C)CC(=O)[O-])CCC(=O)[O-] The molecule is a precorrin carboxylic acid anion that is the heptaanionic form of precorrin-6A. It is the major microspecies at pH 7.3 (according to Marvin v 6.2.0.). It is a conjugate base of a precorrin-6X. It is a conjugate acid of a precorrin-6X(8-).